CC=1C=CC=C2C=CN(C12)C1C2=C(C(NCC1)=O)C=CC=C2 7-methyl-N-(1-oxo-2,3,4,5-tetrahydro-1H-benzo[c]azepin-5-yl)-1H-indole